Cl.N[C@@H]1[C@H](CN(C1)C1=NC=C(C=C1Cl)C(F)(F)F)O |o1:2,3| (3S*,4S*)-4-amino-1-(3-chloro-5-(trifluoromethyl)pyridin-2-yl)pyrrolidin-3-ol hydrochloride